(1r,2r)-2-allylcyclopropane-1-carboxylic acid C(C=C)[C@H]1[C@@H](C1)C(=O)O